3-amino-3-{[1-(2,2-dicyclohexylacetamido)ethyl]carbamoyl}propanoic acid NC(CC(=O)O)C(NC(C)NC(C(C1CCCCC1)C1CCCCC1)=O)=O